(2R,4S)-2-(2-chloroacetyl)-4-hydroxypyrrolidine-1-carboxylic acid benzyl ester C(C1=CC=CC=C1)OC(=O)N1[C@H](C[C@@H](C1)O)C(CCl)=O